4-(1-methylcyclopropyl)-3-oxo-butyronitrile CC1(CC1)CC(CC#N)=O